N4-palmitoyl-1-(2-C-cyano-2-deoxy-beta-D-arabino-pentofuranosyl)cytosine di(2-ethylhexyl)sulfosuccinate sodium salt [Na+].C(C)C(CC(C(C(=O)[O-])S(=O)(=O)O)(C(=O)[O-])CC(CCCC)CC)CCCC.C(CCCCCCCCCCCCCCC)(=O)NC1=NC(N(C=C1)[C@H]1[C@H]([C@H](O)[C@H](O1)CO)C#N)=O.[Na+]